2-chloro-5-(2,4-dimethyl-phenyl)-cyclohex-1-enecarbaldehyde ClC1=C(CC(CC1)C1=C(C=C(C=C1)C)C)C=O